C(CCCCCCCCCCC)C(C(=O)N)CC1=CC(=C(C(=C1)C(C)(C)C)O)C(C)(C)C lauryl-3-(3,5-di-tert-butyl-4-hydroxyphenyl)propanoic acid amide